N1CCC(CC1)C(=O)OC methyl 4-piperidincarboxylate